BrC1=CC(=C(C=C1)COC1=C(C=C(C=O)C=C1)OC)C(F)(F)F 4-{[4-bromo-2-(trifluoromethyl)phenyl]methoxy}-3-methoxybenzaldehyde